(((((2R,3S,4R,5S)-5-((2-chloro-4-(cyclopentylamino)pyrrolo[2,1-f][1,2,4]triazin-7-yl)methyl)-3,4-dihydroxytetrahydrofuran-2-yl)methoxy)(hydroxy)phosphoryl)methyl)phosphonic acid ClC1=NN2C(C(=N1)NC1CCCC1)=CC=C2C[C@H]2[C@@H]([C@@H]([C@H](O2)COP(=O)(O)CP(O)(O)=O)O)O